FC1=C(C=CC(=C1)OC)N1N=C(C(=CC1=O)OS(=O)(=O)C(F)(F)F)C(=O)OC Methyl 1-(2-fluoro-4-methoxyphenyl)-6-oxo-4-(((trifluoromethyl)sulfonyl)oxy)-1,6-dihydropyridazine-3-Carboxylate